BrC1=C(C(=CC(=C1)C(C(F)(F)F)(C(F)(F)F)OC)C(F)(F)F)NC(C1=C(C(=CC=C1)N(C(C1=CC=C(C=C1)C(F)(F)F)=O)CC1CC1)F)=O N-(2-Bromo-4-(1,1,1,3,3,3-hexafluoro-2-methoxypropan-2-yl)-6-(trifluoromethyl)phenyl)-3-(N-(cyclopropylmethyl)-4-(trifluoromethyl)benzamido)-2-fluorobenzamid